FC1(CCC(CC1)C1=C(C(=O)N)C(=CC=C1)COC[C@@H]1CN(CC12CN(C2)C(=O)C2(CC2)C(F)(F)F)C(=O)C=2C=NN(C2)CC2=CC=C(C=C2)F)F (S)-2-(4,4-difluorocyclohexyl)-6-(((6-(1-(4-fluorobenzyl)-1H-pyrazole-4-carbonyl)-2-(1-(trifluoromethyl)cyclopropane-1-carbonyl)-2,6-diazaspiro[3.4]octan-8-yl)methoxy)methyl)benzamide